(3S,4R,5R)-3,4,5-tris(benzyloxy)-1-(((1s,4S)-4-(difluoromethyl)cyclohexyl)methyl)piperidine C(C1=CC=CC=C1)O[C@H]1CN(C[C@H](C1OCC1=CC=CC=C1)OCC1=CC=CC=C1)CC1CCC(CC1)C(F)F